3-(1-(4-chlorobenzyl)-5-isopropyl-3-(neopentylthio)-1H-indol-2-yl)-2,2-dimethylpropanoic acid ClC1=CC=C(CN2C(=C(C3=CC(=CC=C23)C(C)C)SCC(C)(C)C)CC(C(=O)O)(C)C)C=C1